CC1=C(C(=CC(=C1)C)C)S(=O)(=O)[O-].N[N+]1=C(C=C(C(=C1)OC)C#N)CCC 1-amino-4-cyano-5-methoxy-2-propylpyridin-1-ium 2,4,6-trimethylbenzene-1-sulfonate salt